3-(1-methyl-7-((8-morpholinooctyl)amino)-1H-indazol-3-yl)piperidine-2,6-dione CN1N=C(C2=CC=CC(=C12)NCCCCCCCCN1CCOCC1)C1C(NC(CC1)=O)=O